(2s,3s,4r,5r)-5-(6-(benzylamino)-2-(1-methyl-1H-pyrazol-4-yl)-9H-purin-9-yl)-3,4-dihydroxy-N-(methyl-d3)-tetrahydrofuran-2-carboxamide C(C1=CC=CC=C1)NC1=C2N=CN(C2=NC(=N1)C=1C=NN(C1)C)[C@H]1[C@@H]([C@@H]([C@H](O1)C(=O)NC([2H])([2H])[2H])O)O